(R)-3-(6-((1-Methylpiperidin-3-yl)amino)-4-(trifluoromethyl)pyridazin-3-yl)-6-(trifluoromethyl)benzene-1,2-diamine CN1C[C@@H](CCC1)NC1=CC(=C(N=N1)C1=C(C(=C(C=C1)C(F)(F)F)N)N)C(F)(F)F